4-[(5-fluoro-2-pyridyl)sulfonimidoyl]benzoic Acid FC=1C=CC(=NC1)S(=O)(=N)C1=CC=C(C(=O)O)C=C1